C1(CC1)C=1C(=NON1)C(=O)N[C@H](C(C1CC1)C1CC1)C=1OC2=C(N1)C=C(C=C2)[C@@H](COC)N2C(N[C@@H](C2)C(F)(F)F)=O 4-cyclopropyl-N-((R)-2,2-dicyclopropyl-1-(5-((S)-2-methoxy-1-((S)-2-oxo-4-(trifluoromethyl)imidazolidin-1-yl)ethyl)benzo[d]oxazol-2-yl)ethyl)-1,2,5-oxadiazole-3-carboxamide